FC1=C(C=CC=C1C(F)(F)F)[C@@H](C)NC1=NC(=NC2=CC(=C(C=C12)OCC1(CC1)CO)OC)C (R)-(1-(((4-((1-(2-fluoro-3-(trifluoromethyl)phenyl)ethyl)amino)-7-methoxy-2-Methylquinazolin-6-yl)oxy)methyl)cyclopropyl)methanol